C(C)(C)(C)OC(=O)N1CCN(CC1)CC1(CC1)CS 4-((1-(mercaptomethyl)cyclopropyl)methyl)piperazine-1-carboxylic acid tert-butyl ester